FC(C(=O)O)(F)F.C1NCC2C1CC(C2)NC(=O)C=2OC(=CC2)C(F)(F)F N-(1,2,3,3a,4,5,6,6a-octahydrocyclopenta[c]pyrrol-5-yl)-5-(trifluoromethyl)furan-2-carboxamide 2,2,2-trifluoroacetic acid salt